C(C)(=O)O[C@H]1CN([C@@H](C1)C(NCC1=CC=C(C=C1)C1=C(N=CS1)C)=O)C([C@@H](NC(COCCOCCOCCO[Si](C(C)(C)C)(C1=CC=CC=C1)C1=CC=CC=C1)=O)C(C)(C)C)=O (3R,5S)-1-((S)-17-(tert-butyl)-2,2-dimethyl-15-oxo-3,3-diphenyl-4,7,10,13-tetraoxa-16-aza-3-silaoctadecan-18-oyl)-5-((4-(4-methylthiazol-5-yl)benzyl)carbamoyl)pyrrolidin-3-yl acetate